C1=CC=CC=2C3=CC=CC=C3C(C12)COC(=O)N[C@@H](C(=O)NCCN(C(OC(C)(C)C)=O)C)CC(NC(C1=CC=CC=C1)(C1=CC=CC=C1)C1=CC=CC=C1)=O tert-butyl (R)-(2-(2-((((9H-fluoren-9-yl)methoxy)carbonyl)amino)-4-oxo-4-(tritylamino)butanamido)ethyl)(methyl)carbamate